4,7,10,13-tetraoxahexadecane-2,14-diene CC=COCCOCCOCCOC=CC